(2-(benzyloxy)-4,6-dihydroxyphenyl)(3,4-dihydroquinolin-1(2H)-yl)methanone C(C1=CC=CC=C1)OC1=C(C(=CC(=C1)O)O)C(=O)N1CCCC2=CC=CC=C12